6-[(2S)-2-aminopropyl]-7-methyl-N-[(1,3-thiazol-2-yl)methyl]thieno[3,2-c]pyridazin-4-amine N[C@H](CC1=C(C=2N=NC=C(C2S1)NCC=1SC=CN1)C)C